NCC=1C=CC(=C(C1)C(C)O)F 1-(5-(aminomethyl)-2-fluorophenyl)ethanol